tert-butyl 3-(3-(hydroxymethyl)benzofuran-5-yl)benzylcarbamate OCC1=COC2=C1C=C(C=C2)C=2C=C(CNC(OC(C)(C)C)=O)C=CC2